2-(5-bromo-2-methylphenyl)propanoic acid BrC=1C=CC(=C(C1)C(C(=O)O)C)C